methyl 8-methoxy-2-(6-methoxypyridin-3-yl)-2,3-dihydrobenzo[b][1,4]dioxine-6-carboxylate COC1=CC(=CC2=C1OC(CO2)C=2C=NC(=CC2)OC)C(=O)OC